NC1=C(C(=NN1C(C)C)C1=CC=C(C=C1)CC(=O)NC1=CC(=CC(=C1)C(F)(F)F)F)C(=O)N 5-Amino-3-(4-(2-((3-fluoro-5-(trifluoromethyl)phenyl)amino)-2-oxoethyl)phenyl)-1-isopropyl-1H-pyrazole-4-carboxamide